CC(CCN1CCC2(CC2NC(C2=CN=CC(=C2)C(F)(F)F)=O)CC1)(C)C N-(6-(3,3-dimethylbutyl)-6-azaspiro[2.5]oct-1-yl)-5-(trifluoromethyl)nicotinamide